ClC1=NC(=CC=C1N)Cl 2,6-dichloro-3-aminopyridine